4-amino-7-fluoro-N-(1-methyl-1H-pyrazol-4-yl)-N-(2-(trifluoromethyl)-6,7-dihydro-5H-cyclopenta[b]pyridin-5-yl)-1,3-dihydrofuro[3,4-c]quinolin-8-carboxamide NC1=NC=2C=C(C(=CC2C2=C1COC2)C(=O)N(C2CCC1=NC(=CC=C12)C(F)(F)F)C=1C=NN(C1)C)F